FC=1C=CC(=C(C1)C(C(=O)N)O)OC 2-(5-fluoro-2-methoxyphenyl)-2-hydroxyacetamide